(R)-2-(2-(3,6-dihydro-2H-pyran-4-yl)-5-ethyl-6-(3-methylpiperazin-1-yl)-7-oxo-[1,2,4]triazolo[1,5-a]pyrimidin-4(7H)-yl)-N-(4-(trifluoromethyl)phenyl)acetamide O1CCC(=CC1)C1=NN2C(N(C(=C(C2=O)N2C[C@H](NCC2)C)CC)CC(=O)NC2=CC=C(C=C2)C(F)(F)F)=N1